tert-butyl (4R)-4-((tert-butyldimethylsilyl)oxy)-2-(3,5-difluoro-2-hydroxyphenyl)pyrrolidine-1-carboxylate [Si](C)(C)(C(C)(C)C)O[C@@H]1CC(N(C1)C(=O)OC(C)(C)C)C1=C(C(=CC(=C1)F)F)O